(1S,2R,3S)-2-ethyl-N-(6-(1-((3S,4S)-4-fluoro-3-methyltetrahydrofuran-3-yl)piperidin-4-yl)-7-methylisoquinolin-3-yl)-3-(1-methyl-1H-pyrazol-4-yl)cyclopropane-1-carboxamide C(C)[C@H]1[C@@H]([C@H]1C=1C=NN(C1)C)C(=O)NC=1N=CC2=CC(=C(C=C2C1)C1CCN(CC1)[C@]1(COC[C@H]1F)C)C